FC(C(=O)O)(F)F.COC1=C(C=CC2=NC(=NC(=C2)C=CC2=C(C=CC=C2)OC)OCCCCCCNC(=N)N)C=CC=C1 6-(4,6-bis(2-methoxystyryl)pyrimidin-2-oxy)hexylguanidine trifluoroacetate